N-(3-(3,5-dimethylisoxazol-4-yl)-4-(2-(pyrrolidin-1-yl)ethoxy)phenyl)-[1,1'-bi(cyclopropane)]-2-carboxamide CC1=NOC(=C1C=1C=C(C=CC1OCCN1CCCC1)NC(=O)C1C(C1)C1CC1)C